ClC1=NC=C(C=C1F)OCOC 2-chloro-3-fluoro-5-(methoxymethoxy)pyridine